NC1=NC=C(C=N1)C=1N=CN2C1N(C(C1=CC(=CC(=C21)C(C)NC=2C(=NC(=CC2)Cl)C=2N=NN(N2)C([2H])([2H])[2H])C)=O)C([2H])([2H])[2H] 3-(2-aminopyrimidin-5-yl)-9-(1-((6-chloro-2-(2-(methyl-d3)-2H-tetrazol-5-yl)pyridin-3-yl)amino)ethyl)-7-methyl-4-(methyl-d3)imidazo[1,5-a]quinazolin-5(4H)-one